2-(2-bromo-5-ethyl-6-(4-(5-hydroxy-6-methylpyrimidine-4-carbonyl)piperazine-1-yl)-7-oxo-[1,2,4]triazolo[1,5-a]pyrimidin-4(7H)-yl)-N-(2-chloro-4-(trifluoromethyl)phenyl)acetamide BrC1=NN2C(N(C(=C(C2=O)N2CCN(CC2)C(=O)C2=NC=NC(=C2O)C)CC)CC(=O)NC2=C(C=C(C=C2)C(F)(F)F)Cl)=N1